ONC(=O)C1=CC2=C(OC(C(N2CC=2N=C(SC2)C2=CC=CC=C2)=O)(C)C)C=C1 N-hydroxy-2,2-dimethyl-3-oxo-4-((2-phenylthiazol-4-yl)methyl)-3,4-dihydro-2H-benzo[b][1,4]oxazine-6-carboxamide